BrCC=1C=C(C#N)C=CC1 3-(bromomethyl)-benzonitrile